5-chloro-2-fluoro-4-(6-(2-fluoroethoxy)pyridin-3-yl)aniline ClC=1C(=CC(=C(N)C1)F)C=1C=NC(=CC1)OCCF